1-(3-Fluoro-4-methoxyphenyl)-2-(3,4,5-trimethoxyphenyl)ethan-1-one oxime FC=1C=C(C=CC1OC)C(CC1=CC(=C(C(=C1)OC)OC)OC)=NO